2-methyl-4-methylbenzenesulfonic acid CC1=C(C=CC(=C1)C)S(=O)(=O)O